benzo[f]imidazo[1,5-a][1,4]diazepine-3-carboxamide C1N=C(C=2N1C1=C(C=NC2)C=CC=C1)C(=O)N